[3,6-dimethoxy-2',4',6'-triisopropyl-[1,1'-biphenyl]-2-yl]phosphine COC=1C(=C(C(=CC1)OC)C1=C(C=C(C=C1C(C)C)C(C)C)C(C)C)P